CC1=C(C=CC=C1)[O-] 2-methylphenolat